5-(1H-pyrazol-4-yl)-2-(3-(2,2,6,6-tetramethylpiperidin-4-yl)-3H-[1,2,3]triazolo[4,5-c]pyridazin-6-yl)phenol dihydrochloride Cl.Cl.N1N=CC(=C1)C=1C=CC(=C(C1)O)C1=CC2=C(N=N1)N(N=N2)C2CC(NC(C2)(C)C)(C)C